1,1-bis{4-[bis(4-methylphenyl)amino]phenyl}cyclohexane CC1=CC=C(C=C1)N(C1=CC=C(C=C1)C1(CCCCC1)C1=CC=C(C=C1)N(C1=CC=C(C=C1)C)C1=CC=C(C=C1)C)C1=CC=C(C=C1)C